6-isopropyl-5-oxo-7H-pyrrolo[3,4-b]pyrazine-3-carbaldehyde C(C)(C)N1CC2=NC=C(N=C2C1=O)C=O